N-(ethoxycarbonylmethyl)-6-methoxybromoquinoline C(C)OC(=O)CN1C(C=CC2=CC(=CC=C12)OC)Br